(R)-2-amino-6-(4-(((2-hydroxyethyl)(propyl)amino)methyl)benzyl)-4-(pentan-2-ylamino)pyrido[4,3-d]pyrimidin-5(6H)-one NC=1N=C(C2=C(N1)C=CN(C2=O)CC2=CC=C(C=C2)CN(CCC)CCO)N[C@H](C)CCC